N(=[N+]=[N-])C1C(CCCC1N=[N+]=[N-])OC1C(C(CCC1)N=[N+]=[N-])N=[N+]=[N-] 2,3-diazidocyclohex-1-ylether